S1NCC2=CC=CC=C12 thia-azaindane